tert-butyl N-(2-methoxyethyl)-N-[(3S)-pyrrolidin-3-yl]carbamate COCCN(C(OC(C)(C)C)=O)[C@@H]1CNCC1